methyl 1-methyl-6-oxopiperazine-2-carboxylate Hydrogen chloride Cl.CN1C(CNCC1=O)C(=O)OC